N12CCCC(CC1)C2 1-aza-bicyclo[3.2.1]octane